5-[[2-[(2R,5S)-2-(3-Fluoro-4-hydroxy-phenyl)-5-methyl-1-piperidyl]-2-oxo-acetyl]amino]pyridine-3-carboxamide FC=1C=C(C=CC1O)[C@@H]1N(C[C@H](CC1)C)C(C(=O)NC=1C=C(C=NC1)C(=O)N)=O